4-(4-amino-3-fluorophenoxy)-N-methylpyridine-2-carboxamide NC1=C(C=C(OC2=CC(=NC=C2)C(=O)NC)C=C1)F